8-methoxy-6-(5-methylpyrimidin-2-yl)-N-[[2-(trifluoromethyl)pyrimidin-5-yl]methyl]quinazolin-4-amine COC=1C=C(C=C2C(=NC=NC12)NCC=1C=NC(=NC1)C(F)(F)F)C1=NC=C(C=N1)C